(3R,4R)-1-cyclopentyl-4-{[5-(2,4,6-trifluoro-phenyl)-isoxazole-3-carbonyl]-amino}-piperidine-3-carboxylic acid (1-pyrimidin-2-yl-cyclopropyl)-amide N1=C(N=CC=C1)C1(CC1)NC(=O)[C@@H]1CN(CC[C@H]1NC(=O)C1=NOC(=C1)C1=C(C=C(C=C1F)F)F)C1CCCC1